C(C)(C)(C)OC(=O)N1CCC=2C=C(C(=NC2C1)OCC1=C(C=C(C=C1)Cl)F)CF tert-butyl-2-((4-chloro-2-fluorobenzyl)oxy)-3-(fluoromethyl)-5,8-dihydro-1,7-naphthyridine-7(6H)-carboxylate